N-morpholinyl-ethanesulfonic acid N1(CCOCC1)C(C)S(=O)(=O)O